COC1=CC=C(C=C1)C1(CCCC1)C(=O)N1[C@H](C[C@@H](C1)OS(=O)(=O)C)C(=O)NC1=C2C=NN(C2=CC=C1)C(=O)OC(C)(C)C tert-Butyl 4-{[(4S)-1-{[1-(4-methoxyphenyl)cyclopentyl]carbonyl}-4-[(methylsulfonyl)oxy]-D-prolyl]amino}-1H-indazole-1-carboxylate